N1(CCNCC1)C1=CC2=C(C=N1)OC1=CC(=CC=C1C2=O)C2=NN=NN2 3-(piperazin-1-yl)-8-(1H-tetrazol-5-yl)-5H-chromeno[2,3-c]-pyridin-5-one